((1R,2S)-2-hydroxy-1,2-diphenylethyl)-1H-benzo[d]imidazole-2-carboxamide O[C@H]([C@@H](C1=CC=CC=C1)N1C(=NC2=C1C=CC=C2)C(=O)N)C2=CC=CC=C2